(S)-N-(1-(7-(8-ethynyl-7-fluoro-3-hydroxynaphthalen-1-yl)-8-fluoro-2-((tetrahydro-1H-pyrrolizin-7a(5H)-yl)methoxy)pyrido[4,3-d]pyrimidin-4-yl)-4,4-difluoroazepan-3-yl)acrylamide C(#C)C=1C(=CC=C2C=C(C=C(C12)C1=C(C=2N=C(N=C(C2C=N1)N1C[C@@H](C(CCC1)(F)F)NC(C=C)=O)OCC12CCCN2CCC1)F)O)F